[NH3+]C(C(=O)[O-])CCC(C)[NH3+].FC1=C(OC2=C(C(=O)N)C=CC=N2)C=CC(=C1)CC(NC=1SC(=NN1)C1=NC=CN=C1)=O 2-(2-fluoro-4-(2-oxo-2-((5-(pyrazin-2-yl)-1,3,4-thiadiazol-2-yl)amino)ethyl)phenoxy)nicotinamide 2,5-bis(azaniumyl)hexanoate